C(CCC)SC1=NC(=CC(=N1)O)C(F)(F)F (n-butylthio)-4-hydroxy-6-(trifluoromethyl)pyrimidine